C(N)(=O)[C@H]1N2C(N([C@H](C=C1C)C2)O[C@@H](C(=O)OCCCCCC)F)=O hexyl (2R)-2-[[(2S,5R)-2-carbamoyl-3-methyl-7-oxo-1,6-diazabicyclo[3.2.1]oct-3-en-6-yl]oxy]-2-fluoro-acetate